(R)-2-methyl-1-(isobutyryl)piperazine hydrochloride Cl.C[C@H]1N(CCNC1)C(C(C)C)=O